(S)-N-(7-bromo-5-methyl-4-oxo-2,3,4,5-tetrahydrobenzo[b][1,4]oxazepin-3-yl)-4-(pyridin-3-ylmethyl)-1H-pyrazole-1-carboxamide BrC1=CC2=C(OC[C@@H](C(N2C)=O)NC(=O)N2N=CC(=C2)CC=2C=NC=CC2)C=C1